C(C1=CC=CC=C1)[N-]C=CCCCCCCCCCCCCCCCC N-benzyl-(9Z,12Z,15Z)-octadecenylamide